tert-butyl 8-[5-(2,2-dimethylpropylsulfonyl)-1-(2-methoxyethyl)indazol-7-yl]-3,8-diazabicyclo[3.2.1]octane-3-carboxylate CC(CS(=O)(=O)C=1C=C2C=NN(C2=C(C1)N1C2CN(CC1CC2)C(=O)OC(C)(C)C)CCOC)(C)C